CC1(C(CC2=C(O1)C3=CC=CC=C3C(=O)C2=O)Br)C The molecule is a benzochromenone that is beta-lapachone in which one of the hydrogens attached to the carbon adjacent to that bearing the gem-dimethyls is replaced by a bromine. It is a benzochromenone, an organobromine compound and a member of orthoquinones.